FC1=C(C(=CC=C1)OC)C=1C=C2/C(/C(NC2=CC1C#N)=O)=C(\C)/NC=1C=NN(C1)C (Z)-5-(2-Fluoro-6-methoxyphenyl)-3-(1-((1-methyl-1H-pyrazol-4-yl)amino)ethylidene)-2-oxoindoline-6-carbonitrile